2-(trifluoromethyl)nicotinonitrile FC(C1=C(C#N)C=CC=N1)(F)F